BrC=1C=CC(=C(O[C@H](C(=O)OC)CO[Si](C)(C)C(C)(C)C)C1)F methyl (2S)-2-(5-bromo-2-fluorophenoxy)-3-[(tert-butyldimethylsilyl)oxy]propanoate